[2-methoxy-5-(propan-2-yl)phenyl]boronic acid COC1=C(C=C(C=C1)C(C)C)B(O)O